FC1=C(C(=CC=C1)C)N1CCC(CC1)N1C(N(C=2C(C1C)=CN(N2)C)CC2=C(C=CC=C2)C(F)(F)F)=O 5-[1-(2-Fluoro-6-methyl-phenyl)-piperidin-4-yl]-2,4-dimethyl-7-(2-trifluoromethylbenzyl)-2,4,5,7-tetrahydro-pyrazolo[3,4-d]pyrimidin-6-one